3-(1,1-difluoroethyl)-1-((2,2-difluoro-spiro[2.2]pentan-1-yl)methyl)-4-methyl-N-(2-sulfamoylpyridin-4-yl)-1H-pyrazole-5-carboxamide FC(C)(F)C1=NN(C(=C1C)C(=O)NC1=CC(=NC=C1)S(N)(=O)=O)CC1C(C12CC2)(F)F